C12(CCCC1)C1CC1CCC2 spiro[bicyclo[4.1.0]heptane-2,1'-cyclopentane]